2-(2,6-dioxopiperidin-3-yl)-5-fluoro-6-(piperazin-1-yl-2,2,3,3,5,5,6,6-d8)isoindoline-1,3-dione O=C1NC(CCC1N1C(C2=CC(=C(C=C2C1=O)F)N1C(C(NC(C1([2H])[2H])([2H])[2H])([2H])[2H])([2H])[2H])=O)=O